methyl 2-methoxy-6-(4,4,5,5-tetramethyl-1,3,2-dioxaborolan-2-yl)benzoate COC1=C(C(=O)OC)C(=CC=C1)B1OC(C(O1)(C)C)(C)C